6-chloro-3-((trimethylsilyl)oxy)-1H-indene-2-carbaldehyde ClC1=CC=C2C(=C(CC2=C1)C=O)O[Si](C)(C)C